N1=C2C(=CC=C1)[C@H](OC1=C(O2)C=CC=C1)CNC |o1:6| (S*)-1-(5H-benzo[2,3][1,4]dioxepino[5,6-b]pyridin-5-yl)-N-methylmethanamine